4-[(4-aminocyclohexyl)methyl]cyclohexan-1-amine NC1CCC(CC1)CC1CCC(CC1)N